C(CS)(=O)OC(CCCCC)OC(CS)=O hexanediol bis(thioglycolate)